CC(C)(C1=CC(=CC=C1)[N+](=O)[O-])S(=O)(=O)N1CCC2(OCCO2)CC1 8-[1-methyl-1-(3-nitrophenyl)ethyl]sulfonyl-1,4-dioxa-8-azaspiro[4.5]decane